ClC1=CC=C(C=C1)C1=CCC(CN(C1)S(=O)(=O)C1=CC=C(C)C=C1)O 6-(4-chlorophenyl)-1-p-toluenesulfonyl-2,3,4,7-tetrahydro-1H-azepin-3-ol